1,2,4-trihydroxy-propyl-pyridinium OC(C(C)O)[N+]1=CC=C(C=C1)O